ClC=1C=C(NC2(CCC3(C=CC4=CC=CC=C34)CC2)C(=O)O)C=CC1 (1s,4s)-4-(3-Chloroanilino)spiro[cyclohexane-1,1'-indene]-4-carboxylic acid